2-((S)-1-(4-(6-((4-cyano-2-fluorobenzyl)oxy)pyridin-2-yl)-2-oxopiperazin-1-yl) Ethyl)-1-(((S)-oxetan-2-yl)methyl)-1H-benzo[d]imidazole-6-carboxylate C(#N)C1=CC(=C(COC2=CC=CC(=N2)N2CC(N(CC2)[C@@H](C)C2=NC3=C(N2C[C@H]2OCC2)C=C(C=C3)C(=O)[O-])=O)C=C1)F